ClC=1C(=NC=NC1OC1=C(C=CC=C1)F)NC(C1=CC(=C(C=C1)F)F)=O N-(5-chloro-6-(2-fluorophenoxy)pyrimidin-4-yl)-3,4-difluorobenzamide